CN1C(CCCC1)CNC(=O)C=1C=2C[C@@H]3[C@H](C2N(N1)C1=C(C=C(C=C1)F)F)C3 (1aR,5aR)-2-(2,4-Difluoro-phenyl)-1a,2,5,5a-tetrahydro-1H-2,3-diaza-cyclopropa[a]pentalene-4-carboxylic acid (1-methyl-piperidin-2-ylmethyl)-amide